(2S)-2-[4-chloro-2-(4-ethoxy-4,5-dihydroisoxazol-3-yl)phenoxy]butanoic acid ethyl ester C(C)OC([C@H](CC)OC1=C(C=C(C=C1)Cl)C1=NOCC1OCC)=O